1-(4-fluorobenzofuran-5-yl)N-methylpropan-2-amine hydrochloride Cl.FC1=C(C=CC2=C1C=CO2)CC(C)NC